barium Barium-Tin [Sn].[Ba].[Ba]